dimethyl o-phthalate COC(=O)C1C=CC=CC=1C(=O)OC